2-{6-cyclopropyl-4-[2-methyl-4-(4-methyl-1,2,4-triazol-3-yl)pyrazol-3-yl]pyridin-2-yl}-6-(hydroxymethyl)-4-(trifluoromethyl)-3H-isoindol-1-one C1(CC1)C1=CC(=CC(=N1)N1C(C2=CC(=CC(=C2C1)C(F)(F)F)CO)=O)C=1N(N=CC1C1=NN=CN1C)C